(3aR,5s,6aS)-2-((tetrahydro-2H-pyran-4-yl)methyl)-N-(4-(trifluoromethyl)-6-(2,4,5-trifluorophenyl)pyridazin-3-yl)octahydro-cyclopenta[c]pyrrol-5-amine O1CCC(CC1)CN1C[C@@H]2[C@H](C1)CC(C2)NC=2N=NC(=CC2C(F)(F)F)C2=C(C=C(C(=C2)F)F)F